ClC=1C(=NC=C(C1[C@@H](C)OC=1C=C2C(=NNC2=CC1)C=1C=CC(=NC1)N[C@H]1COCC1)Cl)C 5-[5-[(1R)-1-(3,5-dichloro-2-methyl-4-pyridyl)ethoxy]-1H-indazol-3-yl]-N-[(3R)-tetrahydrofuran-3-yl]pyridin-2-amine